N-(5-chloropyridin-2-yl)-2-(3-(6-methoxypyridin-3-yl)-5-methylpiperidin-1-yl)propanamide ClC=1C=CC(=NC1)NC(C(C)N1CC(CC(C1)C)C=1C=NC(=CC1)OC)=O